ls-4,4'-methylenebisphenyl isocyanate C(C1=CC=C(C=C1)N=C=O)C1=CC=C(C=C1)N=C=O